(R)-1-cyclopropyl-6-fluoro-4-oxo-7-(2-((pyridin-2-yloxy)methyl)pyrrolidin-1-yl)-1,4-dihydro-quinoline-3-carboxylic acid C1(CC1)N1C=C(C(C2=CC(=C(C=C12)N1[C@H](CCC1)COC1=NC=CC=C1)F)=O)C(=O)O